dibromo-7,7-dimethyl-7H-benzofluorene BrC1=C(C2=C(C=CC3=C4C(C=CC=C4C=C23)(C)C)C=C1)Br